C1(=CC=CC=C1)OC(C(F)F)=O 2,2-difluoroacetic acid phenylester